3-[(4S)-4-[2-[5-[(6,7-difluoro-4-methylsulfonyl-1H-indol-5-yl)oxy]-2-fluoro-phenyl]-1H-imidazol-4-yl]-3,3-difluoro-4-methyl-chroman-8-yl]propanoic acid FC1=C(C(=C2C=CNC2=C1F)S(=O)(=O)C)OC=1C=CC(=C(C1)C=1NC=C(N1)[C@]1(C(COC2=C(C=CC=C12)CCC(=O)O)(F)F)C)F